O1C[C@@H](CC1)CS(=O)(=O)[O-] (R)-tetrahydrofuran-3-ylmethylsulfonate